tert-Butyl ((3R,4R)-1-(2-chloro-5-((tetrahydro-2H-pyran-4-yl)ethanyl)pyridin-4-yl)-4-hydroxypiperidin-3-yl)carbamate ClC1=NC=C(C(=C1)N1C[C@H]([C@@H](CC1)O)NC(OC(C)(C)C)=O)CCC1CCOCC1